C(C)OC1=C(C=CC(=N1)[C@@H](CS(=O)(=O)C)N1C(N(C=2C1=NC=C(C2C)C2=C(C=CC=C2)C)CC)=O)OC (S)-3-(1-(6-ethoxy-5-methoxypyridin-2-yl)-2-(methylsulfonyl)ethyl)-1-ethyl-7-methyl-6-(o-tolyl)-1H-imidazo[4,5-b]pyridin-2(3H)-one